N1C2=C(CC(=C1)C(=O)[O-])COC2 1,4,5,7-tetrahydrofuro[3,4-b]pyridine-3-carboxylate